[NH+]1=CNC2=C1C=CC=C2.C(O)(O)=O hydrogen bicarbonate benzimidazolium salt